(2-chloro-4-fluoro-6-(methylamino)phenyl)carbamic acid tert-butyl ester C(C)(C)(C)OC(NC1=C(C=C(C=C1NC)F)Cl)=O